5-{6-[2-(6-Chloro-7-fluoro-4-methoxy-2-methyl-indol-1-yl)-ethylamino]-pyrimidin-4-yl}-3-ethoxy-thiophen ClC1=CC(=C2C=C(N(C2=C1F)CCNC1=CC(=NC=N1)C1=CC(=CS1)OCC)C)OC